OC1CNCCC1NC(O)=O (N-[3-hydroxy-4-piperidinyl])Carbamic acid